N-(6-fluoro-8-methyl-1-isoquinolyl)-6-(5-methyl-1,3,4-thiadiazol-2-yl)-N-[(3R)-3-piperidyl]pyridine-3-carboxamide FC=1C=C2C=CN=C(C2=C(C1)C)N(C(=O)C=1C=NC(=CC1)C=1SC(=NN1)C)[C@H]1CNCCC1